NC1=NC=CC(=C1)C1=NC=CC(=C1)C=1C=C(C=CC1C)NC(C1=CC(=NC=C1)C(F)(F)F)=O N-(3-(2'-amino-[2,4'-bipyridyl]-4-yl)-4-methylphenyl)-2-(trifluoromethyl)isonicotinamide